manganese zinc gallium [Ga].[Zn].[Mn]